ClC=1C=C(NC2(CCC3(C(CC4=CC=5OCOC5C=C34)C[C@H](COCC3=CC=C(C=C3)OC)C)CC2)C(=O)OC)C=CC1 methyl (1r,4R)-4-(3-chloroanilino)-6'-{(2R)-3-[(4-methoxyphenyl)methoxy]-2-methylpropyl}-6',7'-dihydro-2'H-spiro[cyclohexane-1,5'-indeno[5,6-d][1,3]dioxole]-4-carboxylate